ClC1=C(CNC(=O)C2(C=3C=CC=NC3C(CC2)(COC)O)F)C=CC=C1C(F)(F)F N-(2-chloro-3-(trifluoromethyl)benzyl)-5-fluoro-8-hydroxy-8-(methoxymethyl)-5,6,7,8-tetrahydroquinoline-5-carboxamide